6-(2-Oxopropyl)-4H-thieno[3,2-b]pyrrole-4-carboxylic acid tert-butyl ester C(C)(C)(C)OC(=O)N1C2=C(C(=C1)CC(C)=O)SC=C2